(S)-N-((S)-1-(5-(2-Methoxychinolin-3-yl)-1H-imidazol-2-yl)-7-oxononyl)-6-(pyridin-3-ylmethyl)-6-azaspiro[2.5]octan-1-carboxamid COC1=NC2=CC=CC=C2C=C1C1=CN=C(N1)[C@H](CCCCCC(CC)=O)NC(=O)[C@H]1CC12CCN(CC2)CC=2C=NC=CC2